6-methoxy-1,2,3,4,5-cyclohexanepentaol COC1C(C(C(C(C1O)O)O)O)O